ClC=1C=C(C=CC1C(=O)N1CCN(CC1)C(C[N+]1(CCOCC1)C)=O)NC(=O)C=1N(C(=CN1)C1=C(C(=C(C=C1)OC)F)F)C N-[3-chloro-4-[4-[2-(4-methylmorpholin-4-ium-4-yl)acetyl]piperazine-1-carbonyl]phenyl]-5-(2,3-difluoro-4-methoxy-phenyl)-1-methyl-imidazole-2-carboxamide